(S)-2-((5-(3-((7-((4-aminopiperidin-1-yl)sulfonyl)-2,7-diazaspiro[3.5]nonane-2-yl)methyl)pyrrolidin-1-yl)-1,2,4-triazin-6-yl)oxy)-5-fluoro-N,N-diisopropylbenzamide hydrochloride Cl.NC1CCN(CC1)S(=O)(=O)N1CCC2(CN(C2)C[C@H]2CN(CC2)C=2N=CN=NC2OC2=C(C(=O)N(C(C)C)C(C)C)C=C(C=C2)F)CC1